2-(8-Bromodibenzofuran-1-yl)-4,6-diphenyl-1,3,5-triazine BrC=1C=CC2=C(C3=C(O2)C=CC=C3C3=NC(=NC(=N3)C3=CC=CC=C3)C3=CC=CC=C3)C1